Ethyl-1,4,5,6-tetrahydropyrimidin C(C)N1C=NCCC1